ClC=1C=C(C=C(C1)C=1N=NN(N1)C)[C@H]1N(CCN(C1)C(C)=O)C(C)=O (R)-1,1'-(2-(3-chloro-5-(2-methyl-2H-tetrazol-5-yl)phenyl)piperazine-1,4-diyl)bis(ethan-1-one)